3-(Butylsulfonamido)-2,6-difluorobenzoic acid C(CCC)S(=O)(=O)NC=1C(=C(C(=O)O)C(=CC1)F)F